OC=1C=C(C=CC1)C=1C=NC=C(C(=O)NN)C1 5-(3-hydroxyphenyl)nicotinohydrazide